methyl 6-aminobenzofurano[2,3-b]pyridine-7-carboxylate NC=1C(=CC2=C(C1)C=1C(=NC=CC1)O2)C(=O)OC